FC(C1=CC=C(C=N1)C=1C=NC=2CCN=CC2C1)(F)F 3-(6-(trifluoromethyl)pyridin-3-yl)-7,8-dihydro-1,6-naphthyridin